4-(3,4-difluorophenyl)-N-[3-methoxy-4-(1-methylpyrazol-4-yl)phenyl]-6,7-dihydro-5H-[1,2,4]triazolo[1,5-a]pyrimidin-2-amine FC=1C=C(C=CC1F)N1C=2N(CCC1)N=C(N2)NC2=CC(=C(C=C2)C=2C=NN(C2)C)OC